BrC=1N=CN(C1C)COCC[Si](C)(C)C 4-bromo-5-methyl-1-((2-(trimethylsilyl)ethoxy)methyl)-1H-imidazole